[O-]S(=O)(=O)C(F)(F)F.C(C1=CC=CC=C1)[S+](C)C benzyldimethyl-sulfonium triflate